benzyl-3-cyclobutylpyrrolidin-2-one C(C1=CC=CC=C1)N1C(C(CC1)C1CCC1)=O